S(C)(=O)(=O)O.FC=1C=C(COC2=CC=C(CN[C@H](C(=O)N)C)C=C2)C=CC1 (S)-2-[4-(3-fluorobenzyloxy)benzylamino]Propionamide mesylate